1-(3-carboxybenzyl)-4,4'-bipyridyl chloride [Cl-].C(=O)(O)C=1C=C(CN2CC=C(C=C2)C2=CC=NC=C2)C=CC1